4-[5-methylsulfanyl-4-(4-trifluoromethyl-phenyl)-pyrimidin-2-ylamino]-benzamide CSC=1C(=NC(=NC1)NC1=CC=C(C(=O)N)C=C1)C1=CC=C(C=C1)C(F)(F)F